NC1=NC=NC=C1C=CC[C@@H](C(=O)O)NC(=O)OC(C)(C)C (2S)-5-(4-aminopyrimidin-5-yl)-2-{[(tert-butoxy)carbonyl]amino}pent-4-enoic acid